4-(3,3-difluoro-4,4-dimethyl-pyrrolidin-1-yl)-2-(2,4-dioxo-1H-pyrimidin-5-yl)pyrazolo[4,3-c]pyridine-7-carbonitrile FC1(CN(CC1(C)C)C1=NC=C(C=2C1=CN(N2)C=2C(NC(NC2)=O)=O)C#N)F